6-(5-cyano-1-methyl-1H-pyrrol-3-yl)-4-{[(3S)-piperidin-3-yl]amino}pyrido[3,2-d]pyrimidine-8-carboxamide C(#N)C1=CC(=CN1C)C=1C=C(C=2N=CN=C(C2N1)N[C@@H]1CNCCC1)C(=O)N